CC1C=NC=CC1=O 3-methyl-4-oxopyridin